NC1=C(C=2C(=NC(=CC2)N2C[C@@H](CC2)NC)N1C1=C2C=NNC2=CC(=C1C)F)C(=O)N (R)-2-amino-1-(6-fluoro-5-methyl-1H-indazol-4-yl)-6-(3-(methylamino)pyrrolidin-1-yl)-1H-pyrrolo[2,3-b]pyridine-3-carboxamide